BrC=1C=2N(C=C(C1)C(=O)N)N=CN2 8-bromo-[1,2,4]triazolo[1,5-a]pyridine-6-carboxamide